[O-][N+]#[C-] isofulminate